[Fe].[Si].[B] Boron-silicon-iron